2-(chroman-4-yl)ethan-1-amine O1CCC(C2=CC=CC=C12)CCN